C(C1=CC=CC=C1)OC(=O)N[C@H](CCNC(OC(C)(C)C)=O)C1=CC(=CC=C1)Br tert-butyl N-[(3R)-3-[[(benzyloxy)carbonyl]amino]-3-(3-bromophenyl)propyl]carbamate